BrC=1C=C(N(N1)C1=NC=CC=C1Cl)C(=O)NC1=C(C2=CC=C(C=C2C=C1C(N)=O)Cl)Cl 5-bromo-N-(3-carbamoyl-1,6-dichloro-2-naphthyl)-2-(3-chloro-2-pyridyl)pyrazole-3-carboxamide